4-methoxy-7-(trifluoromethyl)-1H-indole-2-carboxamide COC1=C2C=C(NC2=C(C=C1)C(F)(F)F)C(=O)N